C(CCCCCCC)C(CC1=CC2=C(C3=CC=CC=C3C=C2C=C1)CC(CCCCCCCCCC)CCCCCCCC)CCCCCCCCCC 2,9-di(2-octyl-dodecyl)anthracene